1-neopentyl-5,6,7,8-tetrahydro-1H-cyclopenta[b]naphthalene C(C(C)(C)C)C1C=CC=2C1=CC=1CCCCC1C2